3-(4-fluoro-5-(((1-(4-((3S,4R)-7-hydroxy-3-phenylchroman-4-yl)phenyl)piperidine-4-yl)(methyl)amino)methyl)-1-oxoisoindolin-2-yl)piperidine-2,6-dione FC1=C2CN(C(C2=CC=C1CN(C)C1CCN(CC1)C1=CC=C(C=C1)[C@H]1[C@H](COC2=CC(=CC=C12)O)C1=CC=CC=C1)=O)C1C(NC(CC1)=O)=O